(S)-tert-butyl 4-(6-cyclopropyl-7-(3-fluoro-2-methoxyphenyl)-1-(2-isopropyl-4-methylpyridin-3-yl)-2-oxo-1,2-dihydropyrido[2,3-d]pyrimidin-4-yl)-3-methylpiperazine-1-carboxylate C1(CC1)C1=CC2=C(N(C(N=C2N2[C@H](CN(CC2)C(=O)OC(C)(C)C)C)=O)C=2C(=NC=CC2C)C(C)C)N=C1C1=C(C(=CC=C1)F)OC